FC1=C(N)C=C(C=C1)OC=1C(=C2C=CN(C2=CC1F)S(=O)(=O)C1=CC=C(C)C=C1)C=C 2-Fluoro-5-((6-fluoro-1-tosyl-4-vinyl-1H-indol-5-yl)oxy)aniline